NC1=C2N=C(N(C2=NC=N1)CCCNS(=O)(=O)C(C)C)SC1=CC2=C(OCO2)C=C1I Propane-2-sulfonic acid {3-[6-amino-8-(6-iodo-benzo[1,3]dioxol-5-ylsulfanyl)-purin-9-yl]-propyl}-amide